(2-(tosyloxy)ethoxy)-2-azaspiro[3.3]Heptane-2-carboxylic acid tert-butyl ester C(C)(C)(C)OC(=O)N1C(C2(C1)CCC2)OCCOS(=O)(=O)C2=CC=C(C)C=C2